dodecamethylpentasiloxane C[Si](O[Si](O[Si](O[Si](O[Si](C)(C)C)(C)C)(C)C)(C)C)(C)C